dipentaerythritol di(methyl)acrylate CC(=CC(=O)OCC(CO)(COCC(CO)(CO)CO)CO)C